COC1=CC=C(C=C1)C=1N=C2N(C=C(C=C2C2=CC=CC=C2)C2=CC=CC=C2)C1 2-(4-methoxyphenyl)-6,8-diphenylimidazo[1,2-a]pyridine